N-(4-(5-chloropyridin-3-yl)-2-(trifluoromethyl)phenyl)-2-(2-(cyclopropanesulfonylamino)thiazol-4-yl)-2-methylpropanamide ClC=1C=C(C=NC1)C1=CC(=C(C=C1)NC(C(C)(C)C=1N=C(SC1)NS(=O)(=O)C1CC1)=O)C(F)(F)F